FC1=CC2=C(OC3(CC3)CN2)C(=C1)C#N 6-fluoro-3,4-dihydrospiro[benzo[b][1,4]oxazine-2,1'-cyclopropane]-8-carbonitrile